FC1=CC=C(COC2=C(C(=O)O)C(=CC(=C2)OS(=O)(=O)C2=CC=C(C)C=C2)OS(=O)(=O)C2=CC=C(C)C=C2)C=C1 2-((4-fluorobenzyl)oxy)-4,6-bis(tosyloxy)benzoic acid